CN(C1=CC=C(C=C1)NCC1=CC=C(C(=O)OC)C=C1)C methyl 4-(((4-(dimethylamino)phenyl)amino)methyl)benzoate